FC(CC1=CC2=C(N=C(S2)NC2=NC=CC(=C2)CN2CCCC2)C=C1)(F)F 2-((6-(2,2,2-trifluoroethyl)benzo[d]thiazol-2-yl)amino)-4-(pyrrolidin-1-ylmethyl)pyridine